1-(5-chloro-2,4-difluorophenyl)-3-methoxy-8-((s)-2-methylpiperazin-1-yl)-10-(trifluoromethyl)-3,4-dihydro-2H,6H-[1,4]thiazepino[2,3,4-ij]quinazolin-6-one ClC=1C(=CC(=C(C1)S1CC(CN2C(N=C(C3=CC(=CC1=C23)C(F)(F)F)N2[C@H](CNCC2)C)=O)OC)F)F